BrC=1C=C(C=CC1)NC(C=C)=O N-(3-bromophenyl)prop-2-enamide